(2-hydroxyphenyl)diphenylphosphine OC1=C(C=CC=C1)P(C1=CC=CC=C1)C1=CC=CC=C1